BrC1=C(C=C(C=C1)C(F)(F)F)C(C)O 1-(2-bromo-5-(trifluoromethyl)phenyl)ethan-1-ol